FC(C1=NC(=NO1)C1=CC=C(C=C1)NC(=O)C1CC1)(F)F N-[4-[5-(trifluoromethyl)-1,2,4-oxadiazol-3-yl]phenyl]-cyclopropane-carboxamide